C(#N)C=1N(C2=C(C(=CC(=C2C1)C)F)F)CCNC(OC(C)(C)C)=O Tert-butyl (2-(2-cyano-6,7-difluoro-4-methyl-1H-indol-1-yl)ethyl)carbamate